C(CCCCCCCCCCCCCCCCC)(=O)NC1=CC=CC=C1 stearanilide